N1=CN=CC2=C1NC=C2C=O 7H-PYRROLO[2,3-D]PYRIMIDINE-5-CARBALDEHYDE